COC1=CC(=C(C=C1)C=1C=2N(C(=NN1)N[C@H]1CN(CCC1)CCO)C=CC2)C(F)(F)F 2-[(3R)-3-({1-[4-methoxy-2-(trifluoromethyl)phenyl]pyrrolo[1,2-d][1,2,4]triazin-4-yl}amino)piperidin-1-yl]ethan-1-ol